α,β-didehydro-α-aminobutyric acid NC(C(=O)O)=CC